N-[2-(6-oxo-8-oxa-2,5-diazaspiro[3.5]nonane-2-carbonyl)-2-azaspiro[3.3]heptan-6-yl]-3-(trifluoromethyl)benzene-sulfonamide O=C1NC2(CN(C2)C(=O)N2CC3(C2)CC(C3)NS(=O)(=O)C3=CC(=CC=C3)C(F)(F)F)COC1